[Co].[In] indium-cobalt